N-(2-cyclopropyl-4-iodo-5-methylphenyl)-N-[7-oxo-6-(thian-4-yl)-5H-pyrrolo[3,4-b]pyridin-2-yl]but-2-ynamide Benzyl-4-(2,2,2-trifluoroethyl)-1,2,3-oxathiazolidine-3-carboxylate C(C1=CC=CC=C1)OC(=O)N1SOCC1CC(F)(F)F.C1(CC1)C1=C(C=C(C(=C1)I)C)N(C(C#CC)=O)C1=CC=C2C(=N1)C(N(C2)C2CCSCC2)=O